((4-((5-chloropyrimidin-2-yl)oxy)-3-fluoro-5-methylphenyl)carbamoyl)-3-methoxybicyclo[1.1.1]pentane-1-carboxamide ClC=1C=NC(=NC1)OC1=C(C=C(C=C1C)NC(=O)C1C2(CC1(C2)OC)C(=O)N)F